2-[[5-(2-Bromo-4-nitrophenyl)-2-furanyl]methylene]benzo[b]thiophen-3(2H)-one BrC1=C(C=CC(=C1)[N+](=O)[O-])C1=CC=C(O1)C=C1C(C2=C(S1)C=CC=C2)=O